C(CC)N(CCC)CC=1C=C(C=CC1OC)B(O)O (3-[(DIPROPYLAMINO)METHYL]-4-METHOXYPHENYL)BORANEDIOL